8-((3R,4R)-3-(2-(Dimethylamino)ethoxy)-4-(3-(trifluoromethyl)phenoxy)piperidin-1-yl)-5-methyl-6-oxo-5,6-dihydro-1,5-naphthyridin-2-carbonitril CN(CCO[C@@H]1CN(CC[C@H]1OC1=CC(=CC=C1)C(F)(F)F)C1=CC(N(C=2C=CC(=NC12)C#N)C)=O)C